N-ethoxyoxalyl-glycine methyl ester COC(CN(OCC)C(C(=O)O)=O)=O